1-(2,4-difluoro-5-(7-(methylamino)-2-oxo-1-(2,2,2-trifluoroethyl)-1,2-dihydro-1,6-naphthyridin-3-yl)phenyl)-3-(3-fluorophenyl)urea FC1=C(C=C(C(=C1)F)C=1C(N(C2=CC(=NC=C2C1)NC)CC(F)(F)F)=O)NC(=O)NC1=CC(=CC=C1)F